FC(CO)(C(C(CO)(F)F)(F)F)F 2,2,3,3,4,4-Hexafluoro-1,5-pentandiol